ClC1=C(C=C(C=N1)C(=O)N1CCN(CC1)C=1OC=2C(=NC(=CC2)C)N1)OC (6-chloro-5-methoxy-3-pyridyl)-[4-(5-methyloxazolo[4,5-b]pyridin-2-yl)piperazin-1-yl]methanone